BrC=1C=CC(=NC1C(F)F)C(=O)NC 5-bromo-6-(difluoromethyl)-N-methylpyridineamide